O=C1NC(CCC1NC1=CC(=C(C=C1)C1CCN(CC1)[C@@H]1CC[C@H](CC1)C(=O)O)F)=O trans-(1r,4r)-4-(4-(4-((2,6-dioxopiperidin-3-yl)amino)-2-fluorophenyl)piperidin-1-yl)cyclohexane-1-carboxylic acid